C12CC(CC(N1)C2)C=2C=C1C(N(C(C1=CC2)=O)C2C(NC(CC2)=O)=O)=O 5-(6-azabicyclo[3.1.1]heptan-3-yl)-2-(2,6-dioxopiperidin-3-yl)isoindoline-1,3-dione